cis-tert-Butyl 8,8-dimethyl-6-oxo-7-oxa-5-azaspiro[3.4]octane-2-carboxylate CC1(OC(NC12CC(C2)C(=O)OC(C)(C)C)=O)C